[O-2].C(C)(C)(C)OC(=O)N1CCN(CC1)C1=CC=C(C=C1)C1=CC(=C2CN(C(C2=C1)=O)C(C(=O)[Li])C1=C2N(C=N1)CCC2)F [2-[6-[4-(4-tert-butoxycarbonylpiperazin-1-yl)phenyl]-4-fluoro-1-oxo-isoindolin-2-yl]-2-(6,7-dihydro-5H-pyrrolo[1,2-c]imidazol-1-yl)acetyl]lithium oxide